5-(((5-chloropyridin-2-yl)methyl)amino)-5-oxopentanoic acid ClC=1C=CC(=NC1)CNC(CCCC(=O)O)=O